C(N)(O[C@H]1[C@@H]2N(C[C@H]1CC2)C(=O)C2=CC1=C(N(C(=N1)C=1N(C3=C(C=CC=C3C1)Br)CC1CC1)C)C(=C2)OC)=O ((1r,4r,7r)-2-(2-(7-bromo-1-(cyclopropylmethyl)-1H-indol-2-yl)-7-methoxy-1-methyl-1H-benzo[d]imidazole-5-carbonyl)-2-azabicyclo[2.2.1]hept-7-yl) carbamate